1-(4-bromo-1-methyl-1H-pyrrol-2-yl)-N,N-dimethylmethanamine BrC=1C=C(N(C1)C)CN(C)C